F[P-](F)(F)(F)(F)F.CC(CC1=CC=C(C=C1)[IH+])C [4-(2-methylpropyl)phenyl]iodonium hexafluorophosphate